C(C)(C)N[Si](O[Si](C)(C)C)(O[Si](C)(C)C)O[Si](C)(C)C 3-isopropylamino-3-(trimethylsilyloxy)-1,1,1,5,5,5-hexamethyltrisiloxane